ClC1=C(C=C2C=C(N=CC2=C1)NC(=O)[C@H]1[C@@H](C12CCOCC2)C)C2CCN(CC2)[C@]2(COC[C@H]2O)C (1S,2S,3S)-N-(7-chloro-6-(1-((3S,4S)-4-hydroxy-3-methyltetrahydrofuran-3-yl)piperidin-4-yl)isoquinolin-3-yl)-2-methyl-6-oxaspiro[2.5]octane-1-carboxamide